FC(C=1C=NC(=NC1)N[C@@H]1C[C@@H]2CN([C@H]1C2)C=O)(F)F ((1S,4S,6R)-6-((5-(trifluoromethyl)pyrimidin-2-yl)amino)-2-azabicyclo[2.2.1]Hept-2-yl)methanone